P(N)(O)OP(O)O diphosphorous amide